lithium hydrogen-chlorate Cl(=O)(=O)O.[Li]